C1(CC1)C1=NC=NC(=C1C1=CC(=C(N=N1)OC)N(C)CC1=CC=C(C=C1)C=1N(C=C(N1)C(F)(F)F)C(C)C)OC 6-(4-cyclopropyl-6-methoxypyrimidin-5-yl)-N-(4-(1-isopropyl-4-(trifluoromethyl)-1H-imidazol-2-yl)benzyl)-3-methoxy-N-methylpyridazin-4-amine